C(C)(C)(C)[Si](OCC[C@@H]1OC(OC1(C)C)(C)C)(C)C (S)-tert-butyldimethyl(2-(2,2,5,5-tetramethyl-1,3-dioxolan-4-yl)ethoxy)silane